N=1C=NN2C1C=C(C=C2)OC2=C(C=C(C=C2)NC2=NC=NN1C2=C(C=C1)C1CN(C1)C(\C=C\CBr)=O)C (E)-1-(3-(4-((4-([1,2,4]triazolo[1,5-a]pyridin-7-yloxy)-3-methylphenyl)amino)-pyrrolo[2,1-f][1,2,4]triazin-5-yl)azetidin-1-yl)-4-bromobut-2-en-1-one